NCCC(CCC(CC(=O)O)=O)=O 8-amino-3,6-dioxo-octanoic acid